(3,3-Difluorocyclobutyl)pyrazole-4-carbonitrile FC1(CC(C1)C1=NNC=C1C#N)F